C(#C)C=1C=NC(=NC1)N1CC2(C1)CN(CCC2)C(=O)OC(C)(C)C tert-butyl 2-(5-ethynylpyrimidin-2-yl)-2,6-diazaspiro[3.5]nonane-6-carboxylate